5-(6-methoxypyridazin-4-yl)-2-{6-[(3R)-3-{[(1s,3s)-3-fluorocyclobutyl]amino}pyrrolidin-1-yl]pyridazin-3-yl}phenol COC1=CC(=CN=N1)C=1C=CC(=C(C1)O)C=1N=NC(=CC1)N1C[C@@H](CC1)NC1CC(C1)F